C1=C(C=CC2=CC=CC=C12)C1=NN2C(C(NC=C2)=O)=C1 (2-naphthyl)-4-oxo-4,5-dihydropyrazolo[1,5-a]pyrazine